4,4'-dithio-dipentanoic acid C(CCC(C)SSC(CCC(=O)O)C)(=O)O